C(=O)O.NC[C@@H]1CN(CCO1)C(=O)N1CCN(CC1)C(=O)C1=C(C=C(C=C1)NC=1C=2N(C=CN1)C(=CN2)C2=C(C(=C(C=C2)OC)F)F)C [4-[(2R)-2-(aminomethyl)morpholine-4-carbonyl]piperazin-1-yl]-[4-[[3-(2,3-difluoro-4-methoxyphenyl)imidazo[1,2-a]pyrazin-8-yl]amino]-2-methylphenyl]methanone formate